C1(CC1)C1=CC=C(C=C1)N(C1=CC=C(OC=2N=C(C3=C(N2)C=NC=C3)O)C=C1)C 4-[(4-cyclopropyl-phenyl)-methyl-amino]-phenoxyl-pyrido[3,4-d]pyrimidin-4-ol